ClCC1=CC=C(CN2CCN(CC2)C2=C(C=C(C#N)C=C2)F)C=C1 4-(4-(4-(chloromethyl)-benzyl)piperazin-1-yl)-3-fluorobenzonitrile